[7-[4-[(2-fluoro-9-methyl-purin-6-yl)amino]-3-methoxy-pyrazol-1-yl]heptyl]carbamic acid tert-butyl ester C(C)(C)(C)OC(NCCCCCCCN1N=C(C(=C1)NC1=C2N=CN(C2=NC(=N1)F)C)OC)=O